N12CCCN=C2NCCC1 1,5,7-Triazabicyclo[4.4.0]-5-decene